COC(C1CCN(CC1)C1=CC(=C(C=C1C=1C=NNC1)NC1=NC=C(C(=N1)NC1=C(C=C(C=C1)O)P(C)(C)=O)C(F)(F)F)OC)OC (2-((2-((4-(4-(dimethoxymethyl)piperidin-1-yl)-2-methoxy-5-(1H-pyrazol-4-yl)phenyl)amino)-5-(trifluoromethyl)pyrimidin-4-yl)amino)5-hydroxyphenyl)dimethylphosphine oxide